O-tertiary butyl-hydroxylamine hydrochloride Cl.C(C)(C)(C)ON